Methyl 4-hydroxy-6-oxo-1-(1-(trifluoromethyl)cyclopropyl)-1,6-dihydropyridine-3-carboxylate OC=1C(=CN(C(C1)=O)C1(CC1)C(F)(F)F)C(=O)OC